ClC=1C(=NC(=NC1)N[C@H]1CN(CC1)CCN1CCN(CC1)CC1CCN(CC1)C=1C=C(C=CC1)N1C(NC(CC1)=O)=O)C1=CNC2=CC=CC=C12 (R)-1-(3-(4-((4-(2-(3-((5-chloro-4-(1H-indol-3-yl)pyrimidin-2-yl)Amino)pyrrolidin-1-yl)ethyl)piperazin-1-yl)methyl)piperidin-1-yl)phenyl)dihydropyrimidine-2,4(1H,3H)-dione